C[N+]=1CCCC2=CC=3C(=CC12)[Si](C1=C(C=C2CCCN(C2=C1)C)C3C3=C(C=CC=C3)C)(C=C)C=C 1,11-Dimethyl-6-(o-tolyl)-13,13-divinyl-2,3,4,8,9,10,11,13-octahydrosilino[3,2-g:5,6-g']diquinolin-1-ium